ClCC(=O)C1=C(C(=C(C=C1)F)F)O 2-chloro-1-(3,4-difluoro-2-hydroxyphenyl)ethanone